methyl 2-((5-fluorobenzo[d]oxazol-2-yl)amino)-1-methyl-1H-benzo[d]imidazole-5-carboxylate FC=1C=CC2=C(N=C(O2)NC2=NC3=C(N2C)C=CC(=C3)C(=O)OC)C1